CC1(O[C@@H](CN(C1)C1CCC=2C1=NNC(C2C(F)(F)F)=O)C(=O)N2CCN(CC2)C2=NC=C(C=N2)C(F)(F)F)C 7-((S)-2,2-dimethyl-6-(4-(5-(trifluoromethyl)pyrimidin-2-yl)piperazine-1-carbonyl)morpholino)-4-(trifluoromethyl)-2,5,6,7-tetrahydro-3H-cyclopenta[c]pyridazin-3-one